C1(CC(=S)O1)=S dithiomalonic anhydride